1-(Dimethylsulfamoyl)-3-(5-{[(4-fluorophenyl)methyl](methyl)amino}-1-(furan-3-carbonyl)-1H-pyrazol-3-yl)-4-methylpyrrolidin CN(S(=O)(=O)N1CC(C(C1)C)C1=NN(C(=C1)N(C)CC1=CC=C(C=C1)F)C(=O)C1=COC=C1)C